BrC1=C(C(=CC=C1)F)C=NC=1C=NC=CC1 N-[(2-bromo-6-fluorophenyl)methylene]-3-pyridineamine